5-chloro-2-((3-cyano-2-methoxyphenyl)amino)-6-cyclopropyl-nicotinonitrile ClC=1C(=NC(=C(C#N)C1)NC1=C(C(=CC=C1)C#N)OC)C1CC1